CN(C)[SiH]([Si](N(C)C)(N(C)C)N(C)C)N(C)C pentakis(dimethylamino)disilane